C(=O)C=1C=C(C#N)C=CC1OCC=1C=2N(C=CC1)C=CN2 3-formyl-4-(imidazo[1,2-a]pyridin-8-ylmethoxy)benzonitrile